(triethylsilyl)-5-aza-2'-deoxycytidine C(C)[Si](CC)(CC)[C@@]1(C[C@H](O)[C@@H](CO)O1)N1C(=O)N=C(N)N=C1